CC1=CC=C(C=C1)C1C(C(SS1)(C)C)O 5-(4-methylphenyl)-3,3-dimethyl-1,2-dithiolan-4-ol